tert-butyl (3-(((3-(4-decylphenyl)-1,2,4-oxadiazol-5-yl)methyl)amino)-3-oxopropyl)carbamate C(CCCCCCCCC)C1=CC=C(C=C1)C1=NOC(=N1)CNC(CCNC(OC(C)(C)C)=O)=O